COC(C1=CC(=CC(=C1)CCl)Cl)=O.ClC=1C=C(C(=O)OC)C=C(C1)CC#N Methyl 3-chloro-5-(cyanomethyl)benzoate Methyl-3-chloro-5-(chloromethyl)benzoate